C([O-])([O-])=O.C(C)[NH+](CC)CC.C(C)[NH+](CC)CC triethyl-ammonium carbonate